CN1C(N(C2=CC(=CC=C2C1C)C(=O)NCC1=C(C=C(C=C1F)F)F)CC1=CC(=NO1)C)=O 3,4-dimethyl-1-((3-methylisoxazol-5-yl)methyl)-2-oxo-N-(2,4,6-trifluorobenzyl)-1,2,3,4-tetrahydro-quinazoline-7-carboxamide